FC(OC1=CC=C(C=C1)C=1N=C(SC1)/C=C/C(C)=O)(F)F (E)-4-(4-(4-(trifluoromethoxy)phenyl)thiazol-2-yl)but-3-en-2-one